(R)-1-(2-chloropyridin-3-yl)ethyl (4-(5-(1-cyano-3,3-difluorocyclobutane-1-carboxamido) pyridin-2-yl)-1-methyl-1H-1,2,3-triazol-5-yl)carbamate C(#N)C1(CC(C1)(F)F)C(=O)NC=1C=CC(=NC1)C=1N=NN(C1NC(O[C@H](C)C=1C(=NC=CC1)Cl)=O)C